lactic acid, lactic acid salt C(C(O)C)(=O)O.C(C(O)C)(=O)O